dipropylene glycol monononyl ether ethyl-ketopentenoate C(C)C(C(=O)OCC(OCC(C)OCCCCCCCCC)C)=CC(C)=O